7-hydroxycoumarin azide [N-]=[N+]=[N-].OC1=CC=C2C=CC(OC2=C1)=O